ClC=1C=C2C(=NC(=NC2=C(C1C1=CC=CC2=C1N=C(S2)N)F)N2CCC1(CCN1)C2)N2CCNCC2 4-[6-chloro-8-fluoro-4-piperazin-1-yl-2-[1,7-diazaspiro[3.4]oct-7-yl]quinazolin-7-yl]-1,3-benzothiazol-2-amine